N4-((1H-pyrazol-3-yl)methyl)-7-bromo-5-methyl-quinoline-2,4-diamine N1N=C(C=C1)CNC1=CC(=NC2=CC(=CC(=C12)C)Br)N